NC=1C=CC2=NC3=CC=C(C=C3[S+]=C2C1)N 3,7-diamino-phenothiazin-5-ium